C(C(=O)[O-])(=O)[O-] 89Z-oxalate